ClC=1C=C(C(=NC1)OC)S(=O)(=O)NC1=C(C(=C(C=C1)F)COC=1C=C2C(=NC1)N(N=C2C(C)C)C2OCCCC2)F 5-chloro-N-[2,4-difluoro-3-([[3-isopropyl-1-(oxan-2-yl)pyrazolo[3,4-b]pyridin-5-yl]oxy]methyl)phenyl]-2-methoxypyridine-3-sulfonamide